bis(3,5-bis(trifluoromethyl)phenyl)(2,6-difluorophenyl)-isopropoxy borate B(OOC(C(C1=CC(=CC(=C1)C(F)(F)F)C(F)(F)F)C1=CC(=CC(=C1)C(F)(F)F)C(F)(F)F)(C)C1=C(C=CC=C1F)F)([O-])[O-]